2-(4-(6-(4-chlorobenzyloxy)pyridin-2-yl)-3-fluorobenzyl)-1-((tetrahydrofuran-2-yl)methyl)-1H-benzo[d]imidazole-6-carboxylic acid ClC1=CC=C(COC2=CC=CC(=N2)C2=C(C=C(CC3=NC4=C(N3CC3OCCC3)C=C(C=C4)C(=O)O)C=C2)F)C=C1